C(C)C1=CC=CC2=C(C3=CC=CC=C3C(=C12)OC(=O)OCCC)OC(=O)OCCC 1-ethyl-9,10-bis(n-propoxycarbonyloxy)anthracene